2-[4-{5-chloro-2-[4-(trifluoromethyl)-4,5-dihydro-1H-1,2,3-triazol-1-yl]phenyl}-5-methoxy-2-oxopyridin-1(2H)-yl]butanamidol ClC=1C=CC(=C(C1)C1=CC(N(C=C1OC)C(CN)CC)=O)N1N=NC(C1)C(F)(F)F